ClC1=CC=2N(C(=C1)C1=C(C=C(C#N)C=C1)C)N=CN2 4-(7-chloro-[1,2,4]triazolo[1,5-a]pyridin-5-yl)-3-methylbenzonitrile